[Ga].[Co] cobalt-gallium